CC=1C=C2N(C(C=NC2=CC1C)=O)C[C@@H]([C@@H]([C@@H](CO)O)O)O 6,7-dimethyl-3-oxo-4-((2S,3S,4R)-2,3,4,5-tetrahydroxypentyl)-3,4-dihydroquinoxaline